N1=C(C=NC=C1)N1N=C(C=2C[C@@H]3[C@H](C12)C3)C(=O)N[C@H](COC([C@H](C(C)C)N)=O)C3CCOCC3 (1aR,5aR)-(S)-2-Amino-3-methyl-butyric acid (S)-2-[(2-pyrazin-2-yl-1a,2,5,5a-tetrahydro-1H-2,3-diaza-cyclopropa[a]pentalene-4-carbonyl)-amino]-2-(tetrahydro-pyran-4-yl)-ethyl ester